C(C)(C)(C)OC(=O)N1[C@H](CCC1)C(=O)N1C=NC=C1 |r| Racemic-(R)-2-(1H-imidazole-1-carbonyl)pyrrolidine-1-carboxylic acid tert-butyl ester